4-(((R)-1-(3-(difluoromethyl)-2-fluorophenyl)ethyl)amino)-8-methoxy-2-methyl-6-((S)-3-(trifluoromethyl)tetrahydrofuran-3-yl)-2,6-dihydropyrido[3,4-d]pyridazine-1,7-dione FC(C=1C(=C(C=CC1)[C@@H](C)NC1=NN(C(C=2C1=CN(C(C2OC)=O)[C@@]2(COCC2)C(F)(F)F)=O)C)F)F